C(C)OC(=O)C1=NN(C=2C(NCCC21)=O)CC2=CC=C(C=C2)OC 1-(4-methoxybenzyl)-7-oxo-4,5,6,7-tetrahydro-1H-pyrazolo[3,4-c]Pyridine-3-carboxylic acid ethyl ester